BrC1=C(C(=C(C=2OC3=C(C21)C(=C(C(=C3[2H])[2H])[2H])[2H])[2H])[2H])[2H] 1-bromodibenzo[b,d]furan-2,3,4,6,7,8,9-d7